benzodiazole N1N=CC2=C1C=CC=C2